Tert-butyl-4-(4-((tetrahydro-2H-pyran-4-yl)amino)naphthalen-1-yl)-3,6-dihydropyridine C(C)(C)(C)C1=NCC=C(C1)C1=CC=C(C2=CC=CC=C12)NC1CCOCC1